Benzyl (S)-2-((2-((tert-butoxycarbonyl)amino)ethyl)(3-fluoropropyl)amino)hexanoate C(C)(C)(C)OC(=O)NCCN([C@H](C(=O)OCC1=CC=CC=C1)CCCC)CCCF